ClC1=C(C(=CC=C1)F)NC(=O)C1=CC(=C(C=C1O[C@H](C(F)(F)F)C)C=1C=C2CCN(CC2=CN1)C(=O)OC(C)(C)C)F tert-butyl (S)-6-(4-((2-chloro-6-fluorophenyl)carbamoyl)-2-fluoro-5-((1,1,1-trifluoropropan-2-yl)oxy)phenyl)-3,4-dihydro-2,7-naphthyridine-2(1H)-carboxylate